(2S,4S)-N-{3-[2-(4-chloro-3-fluorophenoxy)acetamido]bicyclo[1.1.1]pent-1-yl}-6-fluoro-4-hydroxy-7-methyl-3,4-dihydro-2H-1-benzopyran-2-carboxamide ClC1=C(C=C(OCC(=O)NC23CC(C2)(C3)NC(=O)[C@H]3OC2=C([C@H](C3)O)C=C(C(=C2)C)F)C=C1)F